3-Benzyl 2-tert-butyl (1S,3S,4S,6E)-6-(cyclopropylmethylidene)-5-oxo-2-azabicyclo[2.2.2]octane-2,3-dicarboxylate C1(CC1)\C=C/1\C([C@@H]2[C@H](N([C@H]1CC2)C(=O)OC(C)(C)C)C(=O)OCC2=CC=CC=C2)=O